ClC=CCCCCCCC 1-chloro-1-nonene